CC1=NOC(=C1N1C(C2=C(C=C1)C(=CN2)C2=NC(=NC=C2C(F)(F)F)N[C@@H]2CNCCC2)=O)C 6-(3,5-dimethyl-1,2-oxazol-4-yl)-3-(2-{[(3S)-piperidin-3-yl]amino}-5-(trifluoromethyl)pyrimidin-4-yl)-1H,6H,7H-pyrrolo[2,3-c]pyridin-7-one